ClC1=NC(=C2N=CN(C2=N1)C(C)C)NCC=1C(NC(=CC1CC)CC)=O 3-(((2-chloro-9-isopropyl-9H-purin-6-yl)amino)methyl)-4,6-diethylpyridin-2(1H)-one